NC1=C2C(=NC=N1)N(N=C2C2=CC(=C(C=C2)NC(OC(C)(C)C)=O)OC)CCN2CCC(CC2)NC(C)C tert-butyl (4-(4-amino-1-(2-(4-(isopropylamino)piperidin-1-yl)ethyl)-1H-pyrazolo[3,4-d]pyrimidin-3-yl)-2-methoxyphenyl)carbamate